6-(2-amino-5-(4-(4-cyclobutylpiperazin-1-yl)-3-((dimethylamino)methyl)phenyl)-6-fluoropyridin-3-yl)-3,4-dihydroisoquinolin-1(2H)-one NC1=NC(=C(C=C1C=1C=C2CCNC(C2=CC1)=O)C1=CC(=C(C=C1)N1CCN(CC1)C1CCC1)CN(C)C)F